2-(4-aminopiperidin-1-yl)-9-isopropyl-N-(2-(3-(piperazin-1-yl)-1H-pyrazol-1-yl)benzyl)-9H-purin-6-amine NC1CCN(CC1)C1=NC(=C2N=CN(C2=N1)C(C)C)NCC1=C(C=CC=C1)N1N=C(C=C1)N1CCNCC1